C(C1=CC=CC=C1)OC1=CC=C(C=N1)CN1N=CC(=C1)C=1C(=NC=CC1)N 3-(1-((6-(benzyloxy)pyridin-3-yl)methyl)-1H-pyrazol-4-yl)pyridin-2-amine